N(=[N+]=[N-])[C@@H]1C[C@H](N(CC1)C(=O)OC(C)(C)C)CCO tert-Butyl (2S,4S)-4-azido-2-(2-hydroxyethyl)piperidine-1-carboxylate